BrC=C(C(F)(F)F)F 1-bromo-2,3,3,3-tetrafluoropropene